N-(n-Butyl)-3-aminopropyltriethoxysilan C(CCC)NCCC[Si](OCC)(OCC)OCC